SCC(C(=O)N[C@@H](CC1=CC=CC=C1)C(=O)O)CC1=CC=C(C=C1)N1CCOCC1 (3-mercapto-2-(4-morpholinobenzyl)propionyl)-L-phenylalanine